tert-butyl 6-(4-(methoxycarbonyl) phenyl)-2-oxa-7-azaspiro[3.5]non-5-ene-7-carboxylate COC(=O)C1=CC=C(C=C1)C1=CC2(COC2)CCN1C(=O)OC(C)(C)C